8-(1-(4-chloro-3-fluorophenyl)-3-isobutyl-1H-pyrazolo[4,3-b]pyridine-5-carbonyl)-1,3,8-triazaspiro[4.5]decane-2,4-dione ClC1=C(C=C(C=C1)N1N=C(C2=NC(=CC=C21)C(=O)N2CCC1(C(NC(N1)=O)=O)CC2)CC(C)C)F